5-benzyl-N-(9-methyl-8-oxo-6,7,8,9-tetrahydro-5H-pyrido[2,3-b]azepin-7-yl)-1,3,4-oxadiazole-2-carboxamide C(C1=CC=CC=C1)C1=NN=C(O1)C(=O)NC1CCC2=C(N(C1=O)C)N=CC=C2